COC1=CC=2SC(=CC2C=2C(CCC12)=O)C(=O)N1CCOCC1 5-Methoxy-2-(morpholine-4-carbonyl)-6,7-dihydro-8H-indeno[5,4-b]thiophene-8-one